COC[C@H]1N(C2=CC=CC=C2C1)C(=O)OC(C)(C)C (S)-tert-butyl 2-(methoxymethyl)indoline-1-carboxylate